Glucaric acid calcium salt [Ca+2].O=C([C@H](O)[C@@H](O)[C@H](O)[C@H](O)C(=O)[O-])[O-]